ClC=1C=C(C=CC1)[C@@H]1[C@H](C1)C(=O)NC1=NC=NC(=C1)NCC=1N=C2N(C=C(C=C2C2(CN(C2)C)F)C2CC2)C1 (1S,2S)-2-(3-chlorophenyl)-N-(6-(((6-cyclopropyl-8-(3-fluoro-1-methylazetidin-3-yl)imidazo[1,2-a]pyridin-2-yl)methyl)amino)pyrimidin-4-yl)cyclopropane-1-carboxamide